[N+](=O)([O-])C1=C(C=CC(=C1)OC)C1CC(NC=2N=CNC(C21)=O)=O 5-(2-nitro-4-methoxyphenyl)-5,6-dihydropyrido[2,3-d]pyrimidine-4,7(3H,8H)-dione